N-(4-{[4-(1,3-Benzoxazol-2-yl)phenyl]carbamoyl}phenyl)-5-methoxy-3-methyl-1-benzofuran-2-carboxamid O1C(=NC2=C1C=CC=C2)C2=CC=C(C=C2)NC(=O)C2=CC=C(C=C2)NC(=O)C=2OC1=C(C2C)C=C(C=C1)OC